2,2'-dinitrobiphenyl [N+](=O)([O-])C1=C(C=CC=C1)C1=C(C=CC=C1)[N+](=O)[O-]